3-((2-formyl-5-((3'-(5-(hydroxymethyl)-1,2,4-oxadiazol-3-yl)-2,2'-dimethyl-[1,1'-biphenyl]-3-yl)methoxy)-4-nitrophenoxy)methyl)benzonitrile C(=O)C1=C(OCC=2C=C(C#N)C=CC2)C=C(C(=C1)[N+](=O)[O-])OCC=1C(=C(C=CC1)C1=C(C(=CC=C1)C1=NOC(=N1)CO)C)C